OC1=CC(=CC2=C1C(C=C(O2)C2=CC=C(C=C2)O)=O)OC 5-hydroxy-2-(4-hydroxyphenyl)-7-methoxy-4H-1-benzopyran-4-one